C1(CC1)C(=O)NC1=NC=C(C(=O)NC)C(=C1)NC1=NC=CC(=C1OC)C1=NOC(=N1)C 6-(cyclopropanecarboxamido)-4-((3-methoxy-4-(5-methyl-1,2,4-oxadiazol-3-yl)pyridin-2-yl)amino)-N-methylnicotinamide